[Na+].C(=C)C(CCCC)S(=O)(=O)[O-] vinyl-2-propylethanesulfonic acid sodium salt